COC(=O)C1=CC=2N=C(C=3N(C2N=C1)C=CC3)N3CCC1(CC1)CC3.NC3=NC(N(C=C3)[C@@H]3O[C@@H]([C@@H]([C@@H]3O)O)CO)=O 4-amino-1-[(2R,3S,4R,5R)-3,4-dihydroxy-5-(hydroxymethyl)oxolan-2-yl]pyrimidin-2-one Methyl-6-(6-azaspiro[2.5]octan-6-yl)pyrido[3,2-e]pyrrolo[1,2-a]pyrazine-3-carboxylate